(6-methyl-1-(tetrahydro-2H-pyran-2-yl)-1,5,6,7-tetrahydrocyclopenta[f]indazol-4-yl)boronic acid CC1CC2=C(C(=C3C=NN(C3=C2)C2OCCCC2)B(O)O)C1